1-methyl-4-{4-methyl-4-[5-(propan-2-yl)-1,3-benzoxazol-2-yl]piperidin-1-yl}-2-oxo-1,2-dihydroquinoline-3-carbonitrile CN1C(C(=C(C2=CC=CC=C12)N1CCC(CC1)(C=1OC2=C(N1)C=C(C=C2)C(C)C)C)C#N)=O